(S)-1-chloro-3-(2-chloro-4-(2-(3-chloro-4-((R)-2-hydroxy-3-(ethylsulfonyl)propoxy)phenyl)propan-2-yl)phenoxy)propan-2-ol ClC[C@H](COC1=C(C=C(C=C1)C(C)(C)C1=CC(=C(C=C1)OC[C@H](CS(=O)(=O)CC)O)Cl)Cl)O